FC(C1=CC(=NC=C1)OCC=1C=C(C=CC1)C1=C(NN=N1)C#N)(F)F 5-[3-(4-trifluoromethylpyridin-2-yloxymethyl)-phenyl]-3H-[1,2,3]triazole-4-carbonitrile